FC1=CC=C(C=C1)C(N1C[C@@H](N(C[C@H]1C)C1=C(C(=NC(=N1)Cl)NC[C@@H]1OCCC1)N)C)C1=CC=C(C=C1)F 6-((2S,5R)-4-(bis(4-fluorophenyl)methyl)-2,5-dimethylpiperazin-1-yl)-2-chloro-N4-(((R)-tetrahydrofuran-2-yl)methyl)pyrimidine-4,5-diamine